sodium xylyl dithiophosphate P(=S)(SC1=C(C(=CC=C1)C)C)([O-])[O-].[Na+].[Na+]